BrC=1C(=C(C(=C(C1[2H])[2H])[2H])N)Cl 3-bromo-2-chlorobenzene-4,5,6-d3-amine